tert-Butyl N-[3-(4-{[(4E)-3-ethyl-2-oxo-1,2,3,4-tetrahydroquinazolin-4-ylidene] carbamoyl} phenyl)prop-2-yn-1-yl]carbamate C(C)N\1C(NC2=CC=CC=C2/C1=N\C(=O)C1=CC=C(C=C1)C#CCNC(OC(C)(C)C)=O)=O